tris(2,3-difluorophenyl)boron FC1=C(C=CC=C1F)B(C1=C(C(=CC=C1)F)F)C1=C(C(=CC=C1)F)F